ClC=1C=C2C=3C=C(C=C(C3NC2=CC1)CCNC(OC(C)(C)C)=O)NC1=CC(=C(C=C1)Cl)F tert-butyl (2-(6-chloro-3-((4-chloro-3-fluorophenyl)amino)-9H-carbazol-1-yl)ethyl)carbamate